5-((S)-1-((1,3-dioxoisoindolin-2-yl)methyl)-8-(((S)-1-(thiazole-5-carbonyl)pyrrolidin-3-yl)oxy)-3,4-dihydroisoquinolin-2(1H)-yl)-N-methyl-5-oxopentanamide O=C1N(C(C2=CC=CC=C12)=O)C[C@H]1N(CCC2=CC=CC(=C12)O[C@@H]1CN(CC1)C(=O)C1=CN=CS1)C(CCCC(=O)NC)=O